5-(4-cyanophenyl)-N-(1-methylazetidin-3-yl)-[1,2,4]triazolo[1,5-a]pyridine-7-carboxamide C(#N)C1=CC=C(C=C1)C1=CC(=CC=2N1N=CN2)C(=O)NC2CN(C2)C